C1(=CC=CC=C1)C1=CC(=C(C=C1)C(CCCCCCC)=NO)S 1-(4-phenyl-sulfanylphenyl)-octan-1-one oxime